4-benzyl-2-(2-(2-chloro-5-(trifluoromethyl)pyridin-3-yl)-2-oxoethyl)piperazine-1-carboxylic acid tert-butyl ester C(C)(C)(C)OC(=O)N1C(CN(CC1)CC1=CC=CC=C1)CC(=O)C=1C(=NC=C(C1)C(F)(F)F)Cl